(R)-1-{4-pyridin-4-yl-3-[4-(quinolin-2-ylmethoxy)-phenyl]-pyrazol-1-yl}-propan-2-ol N1=CC=C(C=C1)C=1C(=NN(C1)C[C@@H](C)O)C1=CC=C(C=C1)OCC1=NC2=CC=CC=C2C=C1